N-(5-cyano-6-(2H-1,2,3-triazol-2-yl)pyridin-3-yl)-1-(4-fluoro-2,3-dimethylphenyl)-5-(trifluoromethyl)-1H-pyrazole-4-carboxamide C(#N)C=1C=C(C=NC1N1N=CC=N1)NC(=O)C=1C=NN(C1C(F)(F)F)C1=C(C(=C(C=C1)F)C)C